Cl.CNCCC1=CC=CC=C1 N-methyl-2-phenylethan-1-amine hydrochloride